S(=O)(=O)(ON1[C@@H]2CC[C@H](N(C1=O)C2)C(NC(C2=NC=C(C=C2)F)=O)=N)O (2S,5R)-2-(N-(5-fluoropicolinoyl) carbamimidoyl)-7-oxo-1,6-diazabicyclo[3.2.1]octan-6-yl hydrogen sulfate